C(C)(C)N(C(=O)C=1C=NC2=C(C=CC=C2C1)C1=CCC(CC1)C(F)(F)F)C N-isopropyl-N-methyl-8-(4-(trifluoromethyl)cyclohex-1-en-1-yl)quinoline-3-carboxamide